BrC=1N=C2C(=NC1)N(C=C2C=2C=NN(C2)C2CCOCC2)C(=O)OC(C)(C)C tert-butyl 2-bromo-7-(1-(tetrahydro-2H-pyran-4-yl)-1H-pyrazol-4-yl)-5H-pyrrolo[2,3-b]pyrazine-5-carboxylate